NC=1N=CC2=CC(=CC=C2C1C(=O)NCC1CN(C1)C)C1=C(C=CC=C1C)F 3-amino-7-(2-fluoro-6-methyl-phenyl)-N-[(1-methylazetidin-3-yl)methyl]isoquinoline-4-carboxamide